CN(C)C[C@@H]1[C@@H]([C@@H]2CN(C[C@@H]([C@@H](CN12)O)O)C(=O)NC1=CC=C(C=C1)OC)C1=CC=C(C=C1)C#CC1=CC=CC=C1 (3R,4S,8R,9S,10S)-10-((dimethylamino)methyl)-3,4-dihydroxy-N-(4-methoxyphenyl)-9-(4-(phenylethynyl)phenyl)-1,6-diazabicyclo[6.2.0]decane-6-carboxamide